C(C)OC(=O)N1CC2(C1)CC(CC2)N2CCN(CC2)C=2C(=NC=CC2)OC2COC2 6-{4-[2-(oxetan-3-yloxy)pyridin-3-yl]piperazin-1-yl}-2-azaspiro[3.4]octane-2-carboxylic acid ethyl ester